2-hydroxycetyl ether OC(COCC(CCCCCCCCCCCCCC)O)CCCCCCCCCCCCCC